5-{[(3R)-2-oxoazepan-3-yl]amino}-2-[1-(propan-2-yl)-1H-pyrazol-4-yl][1,2,4]triazolo[1,5-c]quinazoline-7-carbonitrile O=C1NCCCC[C@H]1NC1=NC2=C(C=CC=C2C=2N1N=C(N2)C=2C=NN(C2)C(C)C)C#N